ClC=1C=CC2=C(N=C(O2)N2CCC(CC2)CNC(=O)C=2C=NC=C(C2)S(=O)(=O)C)C1 N-[[1-(5-chloro-1,3-benzoxazol-2-yl)-4-piperidyl]methyl]-5-methylsulfonyl-pyridine-3-carboxamide